2-(3,3-difluoro-4-hydroxy-1-azaspiro[4.4]nonan-1-yl)-N-(3,3-difluorocyclobutyl)acetamide FC1(CN(C2(C1O)CCCC2)CC(=O)NC2CC(C2)(F)F)F